FC1(CCC(CC1)COC1=CC(=C(C=C1)OC)[N+](=O)[O-])F 4-((4,4-Difluorocyclohexyl)-methoxy)-1-methoxy-2-nitro-benzene